NC1=C(C(NC2=C(C=CC=C12)C1=C(C=CC(=C1)OCC=1N=CSC1)F)=O)C(=O)NCCC 4-amino-8-(2-fluoro-5-(thiazol-4-ylmethoxy)phenyl)-2-oxo-N-propyl-1,2-dihydroquinoline-3-carboxamide